methyl-1-(2-fluoro-7-phenyl-6,7-dihydro-4H-thieno[3,2-c]pyran-4-yl)-methylamine CNCC1OCC(C2=C1C=C(S2)F)C2=CC=CC=C2